6-[8-ethyl-7-fluoro-3-(methoxymethyloxy)-1-naphthyl]-4-(1,4-oxazepan-4-yl)-2-prop-2-ynoxy-7H-pyrrolo[3,4-d]pyrimidin-5-one C(C)C=1C(=CC=C2C=C(C=C(C12)N1CC=2N=C(N=C(C2C1=O)N1CCOCCC1)OCC#C)OCOC)F